1-methylsulfonyl-N-[2-oxo-2-[[4-[3-[(3S)-tetrahydropyran-3-yl]phenyl]thiazol-2-yl]amino]ethyl]pyrrole-3-carboxamide CS(=O)(=O)N1C=C(C=C1)C(=O)NCC(NC=1SC=C(N1)C1=CC(=CC=C1)[C@H]1COCCC1)=O